3-(2-imidazolyl)propionic acid N1C(=NC=C1)CCC(=O)O